2,5-dioxopyrrolidin-1-yl 2-amino-3,3a-dihydropyrazolo[1,5-a]pyrimidine-3-carboxylate NC1=NN2C(N=CC=C2)C1C(=O)ON1C(CCC1=O)=O